ClC=1C=C2C(=NC1N1N=CC=N1)N(C=C2C(=O)C=2C=NN(C2C(F)(F)F)C=2C=1N(C=CC2)N=CC1)C [5-chloro-1-methyl-6-(2H-1,2,3-triazol-2-yl)-1H-pyrrolo[2,3-b]pyridin-3-yl][1-(pyrazolo[1,5-a]pyridin-4-yl)-5-(trifluoromethyl)-1H-pyrazol-4-yl]methanone